3-[6-amino-1-[[4-amino-3-(trifluoromethyl)phenyl]methyl]pyrazolo[3,4-d]pyrimidin-4-yl]benzonitrile NC1=NC(=C2C(=N1)N(N=C2)CC2=CC(=C(C=C2)N)C(F)(F)F)C=2C=C(C#N)C=CC2